ClC=1C(N(C(=CC1OC([2H])([2H])C1=NC=C(C=C1F)F)C)C1=CC(=NC=C1C)N1N=C(C(=C1)C)C(C)(C)NC(C)=O)=O (S)-N-(2-(1-(3-chloro-4-((3,5-difluoropyridin-2-yl)methoxy-d2)-5',6-dimethyl-2-oxo-2H-[1,4'-bipyridin]-2'-yl)-4-methyl-1H-pyrazol-3-yl)propan-2-yl)acetamide